NC1=[N+](C=2C=CC=CC2C2=C1N=C(N2CC2=CC=C(C=C2)CN)CCCC)[O-] 4-amino-1-(4-(aminomethyl)benzyl)-2-butyl-1H-imidazo[4,5-c]quinoline 5-oxide